3-[3-chloro-4-[(2,4-difluorobenzyl)oxy]-6-methyl-2-oxopyridin-1(2H)-yl]-4-methylbenzamide ClC=1C(N(C(=CC1OCC1=C(C=C(C=C1)F)F)C)C=1C=C(C(=O)N)C=CC1C)=O